2-((trans)-2-(4-(4-fluorobenzyloxy)phenyl)cyclopropylamino)-1-(4-methylpiperazin-1-yl)ethanone FC1=CC=C(COC2=CC=C(C=C2)[C@H]2[C@@H](C2)NCC(=O)N2CCN(CC2)C)C=C1